C(C1=CC=CC=C1)C=1NC(=NN1)C(=O)N[C@H]1C(N(C=2C=CC=C3C(=CN(C23)C1)C1=CC(=NC=C1)C(F)(F)F)C)=O |r| (±)-5-benzyl-N-(1-methyl-2-oxo-7-(2-(trifluoromethyl)pyridin-4-yl)-1,2,3,4-tetrahydro-[1,4]diazepino[3,2,1-hi]indol-3-yl)-4H-1,2,4-triazole-3-carboxamide